4-(pyridin-3-yl)-3,4-dihydroquinoxaline N1=CC(=CC=C1)N1CC=NC2=CC=CC=C12